C(CCCCC)OC=1C=C2C(N(C(C2=CC1N)=O)CCCC(=O)O)=O 5-hexyloxy-6-amino-N-carboxypropylisoindoline-1,3-dione